tert-butyl (2R)-4-[2-amino-5-bromo-3-[[5-(difluoromethyl)-1,3,4-thiadiazol-2-yl]amino]phenyl]-2-methyl-piperazine-1-carboxylate NC1=C(C=C(C=C1NC=1SC(=NN1)C(F)F)Br)N1C[C@H](N(CC1)C(=O)OC(C)(C)C)C